C(C1=CC=CC=C1)(C1=CC=CC=C1)(C1=CC=CC=C1)OC[C@H](N)C(=O)OC methyl O-trityl-L-serinate